(S)-N-(6-fluoro-2-methyl-2H-indazol-5-yl)-4-(3-methylpiperazin-1-yl)-2,3-dihydro-1H-pyrrolo[2,3-b]pyridine-1-carboxamide benzoate C(C1=CC=CC=C1)(=O)O.FC=1C(=CC2=CN(N=C2C1)C)NC(=O)N1CCC=2C1=NC=CC2N2C[C@@H](NCC2)C